N-{(3R)-4,4-difluoro-1-[5-(2',3,6,6'-tetrafluoro[1,1'-biphenyl]-2-yl)-4,5-dihydro-1,2-oxazol-3-yl]pyrrolidin-3-yl}methanesulfonamide FC1([C@@H](CN(C1)C1=NOC(C1)C1=C(C(=CC=C1F)F)C1=C(C=CC=C1F)F)NS(=O)(=O)C)F